(R)-1-(2,5-difluoropyridin-3-yl)ethyl (1-methyl-4-(5-(6-(trifluoromethyl)nicotinamido)pyridin-2-yl)-1H-1,2,3-triazol-5-yl)carbamate CN1N=NC(=C1NC(O[C@H](C)C=1C(=NC=C(C1)F)F)=O)C1=NC=C(C=C1)NC(C1=CN=C(C=C1)C(F)(F)F)=O